(3-chlorophenyl)-7-(pyridin-2-yl)hept-6-en-1-one ClC=1C=C(C=CC1)C(CCCCC=CC1=NC=CC=C1)=O